(2R,5S)-4-(7-cyano-2-(cyanomethyl)-5-methyl-6-oxo-5,6-dihydroimidazo[1,2-b]pyridazin-8-yl)-2,5-diethylpiperazine-1-carboxylic acid tert-butyl ester C(C)(C)(C)OC(=O)N1[C@@H](CN([C@H](C1)CC)C=1C=2N(N(C(C1C#N)=O)C)C=C(N2)CC#N)CC